5-(4-(6-methylpyridin-3-yl)butanamido)-N-(2-amino-4-fluorophenyl)pyridine-2-carboxamide CC1=CC=C(C=N1)CCCC(=O)NC=1C=CC(=NC1)C(=O)NC1=C(C=C(C=C1)F)N